C\C(=C/COC(C)=O)\CCC=C(C)C Acetic acid (E)-3,7-dimethyloct-2,6-dien-1-yl ester